ClC=1C(=NC(=NC1)NC1=CC=C(C(=O)NC)C=C1)NC1=C(C=CC=C1)I 4-((5-chloro-4-((2-iodophenyl)amino)pyrimidin-2-yl)amino)N-methylbenzamide